5-Chloro-N4-(4-fluorophenyl)-N2-phenylpyrimidine-2,4-diamine ClC=1C(=NC(=NC1)NC1=CC=CC=C1)NC1=CC=C(C=C1)F